(3,4-dihydroisoquinolin-2(1H)-yl)piperidin-3-ol C1N(CCC2=CC=CC=C12)N1CC(CCC1)O